4-(4-(2-(diethylamino)ethoxy)phenyl)-1-(4-methoxybenzyl)-1H-1,2,3-triazol C(C)N(CCOC1=CC=C(C=C1)C=1N=NN(C1)CC1=CC=C(C=C1)OC)CC